COC(NC1=C(C=CC(=C1)C#N)OC[C@@H]1CN([C@H](O1)C(F)(F)F)C1=CC(=C(C=C1)C#N)C(F)(F)F)=O Methyl-(5-cyano-2-(((2R,5S)-3-(4-cyano-3-(trifluoromethyl)phenyl)-2-(trifluoromethyl)oxazolidin-5-yl)methoxy)phenyl)carbamat